((3-(1-methyl-1H-pyrazol-4-yl)quinolin-6-yl)oxy)ethan-1-ol CN1N=CC(=C1)C=1C=NC2=CC=C(C=C2C1)OC(C)O